C(C)C1C(CCC(C1)O)NC=1N=C(C2=C(N1)NC=C2C2=CC=1N(C=C2)N=CC1)OC 5-1-ethyl-4-((4-methoxy-5-(pyrazolo[1,5-a]pyridin-5-yl)-7H-pyrrolo[2,3-d]pyrimidin-2-yl)amino)cyclohexan-1-ol